tri-n-butoxymonoacetylacetic acid zirconium [Zr].C(CCC)OC(C(=O)CC(=O)O)(OCCCC)OCCCC